C(=C)C1=CC=C(CN2N=C(N=C2N)CCCCCCC2=NN(C(=N2)N)CC2=CC=C(C=C2)C=C)C=C1 3,3'-hexamethylenebis[1-(4-vinylbenzyl)-5-amino-1H-1,2,4-triazole]